N-[1-[(1R,3R,4R,7S)-5-(benzenesulfonyl)-1-[[bis(4-methoxyphenyl)-phenylmethoxy]methyl]-7-hydroxy-2-oxa-5-azabicyclo[2.2.1]heptan-3-yl]-5-methyl-2-oxo-pyrimidin-4-yl]benzamide C1(=CC=CC=C1)S(=O)(=O)N1[C@H]2[C@@H](O[C@@](C1)([C@H]2O)COC(C2=CC=CC=C2)(C2=CC=C(C=C2)OC)C2=CC=C(C=C2)OC)N2C(N=C(C(=C2)C)NC(C2=CC=CC=C2)=O)=O